(3-((2'-methyl-[3,3'-bipyridin]-6-yl)methyl)-1,2,3-oxadiazol-3-ium-5-yl)((3-(trifluoromethyl)phenyl)carbamoyl)amide CC1=NC=CC=C1C=1C=NC(=CC1)C[N+]1=NOC(=C1)[N-]C(NC1=CC(=CC=C1)C(F)(F)F)=O